methyl 9-azido-8-hydroxy-2-(3-iodophenyl)-2-methylnonanoate N(=[N+]=[N-])CC(CCCCCC(C(=O)OC)(C)C1=CC(=CC=C1)I)O